C(C1=CC=CC=C1)OC1=NOC(=C1)CC#N 2-(3-(benzyloxy)isoxazol-5-yl)acetonitrile